Cl.C(C1=CC=CC=C1)OC1=CC2=C(C(=C(S2)C2=CC=C(C=C2)Br)OC2=CC=C(OCCN3CCNCC3)C=C2)C=C1 1-[2-(4-[[6-(benzyloxy)-2-(4-bromophenyl)-1-benzothien-3-yl]oxy]phenoxy)ethyl]piperazine hydrochloride